FCC12CC3(CC(CC(C1)(C3)C3=CC=CC=C3)C2)C(=O)O rac-3-(fluoromethyl)-5-phenyladamantane-1-carboxylic acid